(R)-2,2,2-trifluoroethyl 2-((2-methylbutyl) ((5-(trifluoromethyl)pyridin-2-yl)methyl)amino)-2-oxoacetate C[C@@H](CN(C(C(=O)OCC(F)(F)F)=O)CC1=NC=C(C=C1)C(F)(F)F)CC